5-(Azetidin-2-ylmethoxy)-N-(1-(7-(4-fluorophenyl)quinolin-5-yl)cyclopropyl)-2-methylbenzamide N1C(CC1)COC=1C=CC(=C(C(=O)NC2(CC2)C2=C3C=CC=NC3=CC(=C2)C2=CC=C(C=C2)F)C1)C